COC1CC(C1)C1=CSC=2N=C(N=C(C21)N)C=2N(C=CN2)CCOC ((1s,3s)-3-Methoxycyclobutyl)2-(1-(2-methoxyethyl)1H-imidazol-2-yl)thieno[2,3-d]pyrimidin-4-amine